(2R,5S)-1,1-dioxo-2-(3-phenoxyphenyl)-5-[(2,2,2-trifluoroethylamino)methyl]-1,4-thiazepan-3-one O=S1([C@@H](C(N[C@@H](CC1)CNCC(F)(F)F)=O)C1=CC(=CC=C1)OC1=CC=CC=C1)=O